4-(4-morpholinophenyl)oxazolidin-2-one O1CCN(CC1)C1=CC=C(C=C1)C1NC(OC1)=O